5-(4-(methylsulfonamido)phenyl)-2-oxo-6-(trifluoromethyl)-1,2-dihydropyridine-3-carboxamide CS(=O)(=O)NC1=CC=C(C=C1)C=1C=C(C(NC1C(F)(F)F)=O)C(=O)N